3-(3-(ethylsulfonyl)-5-(4-fluorophenyl)pyridin-2-yl)-4-(5-(trifluoromethyl)pyridin-2-yl)-1,2,4-oxadiazole-5(4H)-thione C(C)S(=O)(=O)C=1C(=NC=C(C1)C1=CC=C(C=C1)F)C1=NOC(N1C1=NC=C(C=C1)C(F)(F)F)=S